C(CCC)OCOCCCC(C)[Li] 4-butyloxymethoxy-1-methylbutyllithium